2-chloro-4-(3-fluoro-2-methoxyphenoxy)benzaldehyde ClC1=C(C=O)C=CC(=C1)OC1=C(C(=CC=C1)F)OC